C1(=CC(=CC=C1)C=1OC=CC1)C 2-m-tolylfuran